CN1CCN(C(CC1)=O)CCCNC1=NC(=NC=C1C(F)(F)F)NC=1C(=NN(C1)C1CCN(CC1)C)C 1-methyl-4-(3-((2-((3-methyl-1-(1-methylpiperidin-4-yl)-1H-pyrazol-4-yl)amino)-5-(trifluoromethyl)pyrimidin-4-yl)amino)propyl)-1,4-diazepan-5-one